N-(1-(3-chloro-phenyl)-2-hydroxy-ethyl)-1-(2-(phenyl-amino)pyrimidin-4-yl)-1H-pyrazole-4-carboxamide ClC=1C=C(C=CC1)C(CO)NC(=O)C=1C=NN(C1)C1=NC(=NC=C1)NC1=CC=CC=C1